3-Methyl-5-[3-[(2R)-2-(methylaminomethyl)morpholin-4-ylpropyl]-2-oxo-benzimidazol-1-yl]piperidine-2,6-dione CC1C(NC(C(C1)N1C(N(C2=C1C=CC=C2)CCCN2C[C@H](OCC2)CNC)=O)=O)=O